N4-(5-fluoro-3-(methylsulfonyl)pyridin-2-yl)pyrimidine-4,6-diamine FC=1C=C(C(=NC1)NC1=NC=NC(=C1)N)S(=O)(=O)C